C(CCCC)[Sn](OC(C)(C)C)(OC(C)(C)C)OC(C)(C)C n-pentyltris(tert-butoxy)tin